tri(2-propyl-3-methylbutyl)aluminum C(CC)C(C[Al](CC(C(C)C)CCC)CC(C(C)C)CCC)C(C)C